5-Methyl-2-(1-naphthylmethyl)-4-phenylimidazole CC1=C(N=C(N1)CC1=CC=CC2=CC=CC=C12)C1=CC=CC=C1